3-(4-(3-hydroxyazetidine-1-carbonyl)benzyl)quinolin-2(1H)-one OC1CN(C1)C(=O)C1=CC=C(CC=2C(NC3=CC=CC=C3C2)=O)C=C1